methyl 4-(4-((1-(3-fluoropropyl) pyrrolidin-3-yl) methyl) phenyl)-2H-thiochromene-7-carboxylate FCCCN1CC(CC1)CC1=CC=C(C=C1)C1=CCSC2=CC(=CC=C12)C(=O)OC